(3-amino-6,7-dihydropyrano[4,3-c]pyrazol-1(4H)-yl)(8-methyl-1,2,3,4-tetrahydro-quinolin-4-yl)methanone NC=1C2=C(N(N1)C(=O)C1CCNC3=C(C=CC=C13)C)CCOC2